6-(2-chloropyrimidin-4-yl)-4-fluoro-1-isopropyl-imidazo[4,5-c]pyridine ClC1=NC=CC(=N1)C1=CC2=C(C(=N1)F)N=CN2C(C)C